6-fluoro-2-methyl-7-(6-(3-(piperidin-1-yl)propoxy)pyridin-3-yl)-9,10-dihydro-8-oxa-2,4,10a-triazanaphtho[2,1,8-cde]Azulene-1(2H)-one FC=1C=C2N=CC=3N(C(N4CCOC(=C2C34)C1C=1C=NC(=CC1)OCCCN1CCCCC1)=O)C